C(C)(C)(C)[C@](NC(C1=CC=C(C=C1)N(C)CC=1N=C2C(=NC(=NC2=NC1)N)N)=O)(CCC(=O)[O-])C(=O)[O-] α-t-Butyl-N-[4-[[(2,4-diamino-6-pteridinyl)methyl]methylamino]benzoyl]-L-glutamate